3-Ethyl-8-(3-methoxy-4-(4-(4-methylpiperazin-1-yl)piperidin-1-yl)phenyl)-N2-(tetrahydro-2H-pyran-4-yl)-1,6-naphthyridine-2,5-diamine C(C)C=1C(=NC=2C(=CN=C(C2C1)N)C1=CC(=C(C=C1)N1CCC(CC1)N1CCN(CC1)C)OC)NC1CCOCC1